3-[(E)-2-methoxyvinyl]pyridine CO/C=C/C=1C=NC=CC1